8-Chloro-1-[trans-4-(pyridin-2-yloxy)cyclohexyl]-5,6-dihydro-4H-[1,2,4]triazolo[4,3-a][1]benzazepin-5-ylcyanoacetat ClC=1C=CC2=C(CC(CC=3N2C(=NN3)[C@@H]3CC[C@H](CC3)OC3=NC=CC=C3)C(C(=O)[O-])C#N)C1